N-(4-(ethylsulfonyl)benzyl)-8-(4-fluorophenyl)-10H-phenothiazine-2-carboxamide C(C)S(=O)(=O)C1=CC=C(CNC(=O)C2=CC=3NC4=CC(=CC=C4SC3C=C2)C2=CC=C(C=C2)F)C=C1